(2-(4-(2,4-difluorophenoxy)piperidin-1-yl)-3-(6-methoxypyridin-2-yl)-7,8-dihydropyrido[3,4-b]pyrazin-6(5H)-yl)ethan-1-one FC1=C(OC2CCN(CC2)C=2N=C3C(=NC2C2=NC(=CC=C2)OC)CN(CC3)C(C)=O)C=CC(=C1)F